1-cyclopropyl-6-(4-((3aR,6aS)-5-isopropylhexahydropyrrolo[3,4-c]pyrrol-2(1H)-yl)phenyl)-2-(4-(methylsulfonyl)phenyl)-1H-imidazo[4,5-c]pyridine C1(CC1)N1C(=NC=2C=NC(=CC21)C2=CC=C(C=C2)N2C[C@@H]1CN(C[C@@H]1C2)C(C)C)C2=CC=C(C=C2)S(=O)(=O)C